6-Chloro-3-[1-[3,6-dimethyl-4-oxo-2-(3-pyridyl)chromen-8-yl]ethylamino]pyridine-2-carboxylic acid ClC1=CC=C(C(=N1)C(=O)O)NC(C)C=1C=C(C=C2C(C(=C(OC12)C=1C=NC=CC1)C)=O)C